N-2-propenyl-2-propen-1-amine hydrochloride Cl.C(C=C)NCC=C